N[C@@H]1[C@H]([C@@H](CCC1)N1C(=NC=2C=NC(=CC21)C=2OC=C(N2)C)C2=C(C=CC=C2)F)O (1R,2S,6R)-2-amino-6-(2-(2-fluorophenyl)-6-(4-methyloxazol-2-yl)-1H-imidazo[4,5-c]pyridin-1-yl)cyclohexan-1-ol